ClC1=NC(=CC(=N1)C#N)NC1=C(C=CC=C1C)C 2-chloro-6-[(2,6-dimethylphenyl)amino]pyrimidine-4-carbonitrile